Triaminomethane acetate C(C)(=O)O.NC(N)N